NC=1N=CC(=NC1C=1OC(=NN1)C1=CC=C(C=C1)CNC)C1=CC=C(C=C1)S(=O)(=O)C(CCO)C 3-[4-[5-amino-6-[5-[4-(methylaminomethyl)phenyl]-1,3,4-oxadiazol-2-yl]pyrazin-2-yl]phenyl]sulfonylbutan-1-ol